1-bromo-3-(1-(5-chloro-3-(3,5-dimethylisoxazol-4-yl)-2-methoxy-4-methylphenyl)ethyl)imidazo[1,5-a]pyrazin-8-amine BrC=1N=C(N2C1C(=NC=C2)N)C(C)C2=C(C(=C(C(=C2)Cl)C)C=2C(=NOC2C)C)OC